4-[(6-CHLORo-3-PYRIDYLMETHYL)(2,2-DIFLUORoETHYL)AMINO]FURAN-2(5H)-ON ClC1=CC=C(C=N1)CN(C1=CC(OC1)=O)CC(F)F